N-(4-(((3R,4S)-4-fluoro-1-(vinylsulfonyl)pyrrolidin-3-yl)oxy)-1-isobutyl-1H-pyrrolo[3,2-c]pyridin-6-yl)-5-methylthiazol-2-amine F[C@@H]1[C@@H](CN(C1)S(=O)(=O)C=C)OC1=NC(=CC2=C1C=CN2CC(C)C)NC=2SC(=CN2)C